1-[(2R,4S)-4-[4-Amino-3-[2-(6-chloro-1-ethyl-4-fluoro-1,3-benzodiazol-5-yl)ethynyl]pyrazolo[3,4-d]pyrimidin-1-yl]-2-(methoxymethyl)pyrrolidin-1-yl]prop-2-en-1-one NC1=C2C(=NC=N1)N(N=C2C#CC2=C(C1=C(N(C=N1)CC)C=C2Cl)F)[C@H]2C[C@@H](N(C2)C(C=C)=O)COC